FC1=CC(=C(OC=2C=NC=[N+](C2)[O-])C=C1)C(N(CC(F)(F)F)C(C)C)=O 5-(4-fluoro-2-(isopropyl(2,2,2-trifluoroethyl)carbamoyl)phenoxy)pyrimidine 1-oxide